3-((4-(1H-benzo[d]imidazol-5-yl)pyrimidin-2-yl)amino)-N-(tert-butyl)benzenesulfonamide N1C=NC2=C1C=CC(=C2)C2=NC(=NC=C2)NC=2C=C(C=CC2)S(=O)(=O)NC(C)(C)C